1-(3-fluoro-4-(2-((1-(3-methoxypropyl)-3-methyl-1H-pyrazol-4-yl)amino)thiazol-4-yl)phenyl)imidazolidin-2-one FC=1C=C(C=CC1C=1N=C(SC1)NC=1C(=NN(C1)CCCOC)C)N1C(NCC1)=O